BrC(CCC)OC1=CC=C(C=C1)C1=CC=C(C=C1)C#N 4-(1-bromobutoxy)-4'-cyanobiphenyl